benzyl N-[1-[2-[4-[1-(2,6-dioxo-3-piperidyl)-3-methyl-2-oxo-benzimidazol-5-yl]-1-piperidyl]-2-oxo-ethyl]-4-piperidyl]carbamate O=C1NC(CCC1N1C(N(C2=C1C=CC(=C2)C2CCN(CC2)C(CN2CCC(CC2)NC(OCC2=CC=CC=C2)=O)=O)C)=O)=O